(Z)-N-(4-Cyano-3-(trifluoromethyl)phenyl)-3-iodobut-2-enamide C(#N)C1=C(C=C(C=C1)NC(\C=C(\C)/I)=O)C(F)(F)F